6,8-dibromo-N-[1-(3-pyrimidin-2-ylpyrazin-2-yl)ethyl]quinazolin-4-amine BrC=1C=C2C(=NC=NC2=C(C1)Br)NC(C)C1=NC=CN=C1C1=NC=CC=N1